FC1=C(C(=CC=C1)C)N1N=C2C(=CC1=O)NN=C2C2=CC=C(C=C2)N2CC(N(CC2)C)C(C)(C)O 5-(2-fluoro-6-methylphenyl)-3-(4-(3-(2-hydroxylprop-2-yl)-4-methylpiperazin-1-yl)phenyl)-1H-pyrazolo[4,3-c]pyridazin-6(5H)-one